ClC=1C(N(C(=CC1OCC1=NC=C(C=C1F)F)C)C1=CC(=NC=C1C)N1C(C(=NC=C1)C(C)(C)O)=O)=O rel-3-chloro-4-[(3,5-difluoropyridin-2-yl)methoxy]-2'-[3-(2-hydroxypropan-2-yl)-2-oxopyrazin-1-yl]-5',6-dimethyl-[1,4'-bipyridin]-2-one